ClC=1C(=C(C(=O)OCC)C=C(N1)C1CC1)C#N ethyl 2-chloro-3-cyano-6-cyclopropylisonicotinate